6-bromo-2,2-dimethyl-hexanoyl chloride BrCCCCC(C(=O)Cl)(C)C